sodium tetraborate mono-fluoride [F-].B(O)(O)O.B(O)(O)O.B(O)(O)O.B(O)(O)O.[Na+]